ClC1=C(C=C(C=N1)C1=NC(=NC=C1CC(=O)OCC)SC)F ethyl 2-[4-(6-chloro-5-fluoro-3-pyridyl)-2-methylsulfanyl-pyrimidin-5-yl]acetate